2-amino-1-hydroxy-6-methylbenzene NC1=C(C(=CC=C1)C)O